N[C@@H](C(=O)NCCOCCOC(COCCOCCOCC)N=[N+]=[N-])CCC(=O)NC1=C(C(=C(C=C1C)C)Br)C (2R)-2-amino-N-(l-7-azido-3,6,9,12,15-pentaoxaheptadecan-1-yl)-N'-(3-bromo-2,4,6-trimethylphenyl)pentanediamide